COC(C1=CC(=C(C(=C1)NC[C@H]1OCC1)N)OC)=O 4-amino-3-methoxy-5-[[(2S)-oxetan-2-yl]methylamino]benzoic acid methyl ester